tert-butyl 4-(4-(2-fluoro-4-((3-iodoimidazo[1,2-a]pyrazin-8-yl)amino)benzoyl)piperazine-1-carbonyl)piperidine-1-carboxylate FC1=C(C(=O)N2CCN(CC2)C(=O)C2CCN(CC2)C(=O)OC(C)(C)C)C=CC(=C1)NC=1C=2N(C=CN1)C(=CN2)I